tert-butyl (3S)-3-[[4-[6-[1-(2-hydroxy-2-methyl-propyl)pyrazol-4-yl]-1H-indol-3-yl]-5-(trifluoromethyl)pyrimidin-2-yl]amino]piperidine-1-carboxylate OC(CN1N=CC(=C1)C1=CC=C2C(=CNC2=C1)C1=NC(=NC=C1C(F)(F)F)N[C@@H]1CN(CCC1)C(=O)OC(C)(C)C)(C)C